FC(C1=C(C2=C(N=N1)SC1=C2N=CN=C1NCC1=CC(=C(C=C1)OC)F)C)F 3-(difluoromethyl)-N-(3-fluoro-4-methoxybenzyl)-4-methylpyrimido[4',5':4,5]thieno[2,3-c]pyridazin-8-amine